CO[C@@H]1[C@H]([C@H]([C@H]2[C@H](O1)CO[C@H](O2)C3=CC=CC=C3)N=[N+]=[N-])N=[N+]=[N-] methyl 2,3-diazido-4,6-O-benzylidene-2,3-dideoxy-alpha-D-mannopyranoside